N-[(1S)-1-cyclopropyl-2-oxo-ethyl]carbamate C1(CC1)[C@@H](C=O)NC([O-])=O